1'-carbamimidoyl-1',2',3',6'-tetrahydro-[3,4']bipyridinyl-6-carboxylic acid [4-(1-carbamimidoyl-1,2,3,6-tetrahydro-pyridin-4-yl)-5-fluoro-2-methyl-phenyl]-amide C(N)(=N)N1CCC(=CC1)C1=CC(=C(C=C1F)NC(=O)C1=CC=C(C=N1)C=1CCN(CC1)C(N)=N)C